FC(C)(F)C1=NC(=CC(=N1)N1CC2(C=3C=NC(=CC31)NC(C)=O)CC2)NC2C(C2)(C)OC N-(1'-(2-(1,1-difluoroethyl)-6-((2-methoxy-2-methylcyclopropyl)amino)pyrimidin-4-yl)-1',2'-dihydrospiro[cyclopropane-1,3'-pyrrolo[3,2-c]pyridin]-6'-yl)acetamide